BrC1=CC=C(C=C1)[C@@H](C(F)(F)F)N(C(=O)C1CCC(CC1)N1C(C2=CC=CC=C2C1=O)=O)C (1s,4R)-N-((S)-1-(4-bromophenyl)-2,2,2-trifluoroethyl)-4-(1,3-dioxoisoindolin-2-yl)-N-methylcyclohexane-1-carboxamide